O=CCNC(OCCCC)=O butyl (2-oxoethyl)carbamate